FC(CC1=NC2=CC=CC=C2C(N1)=O)(F)F (2,2,2-trifluoroethyl)quinazolin-4(3H)-one